L-tryptophane-ethylester C(C)OC([C@@H](N)CC1=CNC2=CC=CC=C12)=O